(-)-Methyl (4R*,8R*)-10-[3-(4-fluorophenyl)-1,2,4-oxadiazol-5-yl]-2-[(methylcarbamoyl)amino]-4,7,8,9-tetrahydro-4,8-epimino[1,3]thiazolo[5,4-d]azocine-6(5H)-carboxylate FC1=CC=C(C=C1)C1=NOC(=N1)N1[C@@H]2CN(C[C@H]1CC1=C2SC(=N1)NC(NC)=O)C(=O)OC |o1:13,17|